1-ethoxy-1-(trimethylsilyloxy)cyclopropane C(C)OC1(CC1)O[Si](C)(C)C